furanmethanone O1C(=CC=C1)C=O